OC1=C(C(=CC(=C1)C)C)C1=CC=C2C=CC(=NC2=N1)[C@H]1CN(CCO1)C(=O)OC(C)(C)C |o1:19| tert-butyl rel-(2R)-2-[7-(2-hydroxy-4,6-dimethyl-phenyl)-1,8-naphthyridin-2-yl]morpholine-4-carboxylate